ClC1=C(C(=O)NCC2CCNCC2)C=CC(=C1)NC=1C=2N(C=CN1)C(=CN2)C2=C(C(=C(C=C2)OCC#N)F)F 2-chloro-4-[[3-[4-(cyanomethoxy)-2,3-difluoro-phenyl]imidazo[1,2-a]pyrazin-8-yl]amino]-N-(4-piperidylmethyl)benzamide